3-(1-Acetyl-4-hydroxypiperidin-4-yl)-5-chloro-1,7-dimethyl-8-(benzyloxy)-1,6-naphthyridin C(C)(=O)N1CCC(CC1)(O)C=1CN(C2=C(C(=NC(=C2C1)Cl)C)OCC1=CC=CC=C1)C